ClC=1C=CC(=NC1)[C@]1(OC2=C(O1)C=CC=C2C2CCN(CC2)CC2=NC1=C(N2C[C@H]2OCC2)C=C(C=C1)C(=O)O)C 2-({4-[(2R)-2-(5-chloropyridin-2-yl)-2-methyl-1,3-benzodioxol-4-yl]piperidin-1-yl}methyl)-1-[(2S)-oxetan-2-ylmethyl]-1H-benzoimidazole-6-carboxylic acid